C(#N)N1C2=C(C=CC3=C1C=CC=C3)C=CC=C2 5-cyano-dibenzo(b,f)azepine